(4-(3-((2-(methyl(phenyl)amino)pyridin-4-yl)ethynyl)imidazo[1,2-b]pyridazin-6-yl)phenyl)(morpholino)methanone CN(C1=NC=CC(=C1)C#CC1=CN=C2N1N=C(C=C2)C2=CC=C(C=C2)C(=O)N2CCOCC2)C2=CC=CC=C2